N-(2,2-dimethoxyethyl)-5-(1-methyl-1H-pyrazol-4-yl)pyridazin-3-amine COC(CNC=1N=NC=C(C1)C=1C=NN(C1)C)OC